2-(6-bromo-1-(2-(2-methoxyphenyl)-2-oxoethyl)-5-methyl-2,4-dioxo-1,4-dihydrothieno[2,3-d]pyrimidin-3(2H)-yl)-2-methylpropionic acid BrC1=C(C2=C(N(C(N(C2=O)C(C(=O)O)(C)C)=O)CC(=O)C2=C(C=CC=C2)OC)S1)C